C(CC)NC(=O)N1CCC2=CC=CC=C12 N-propylindoline-1-carboxamide